C1(CC12CCOCC2)CN2C(CN(CC2)C2=NC(=NC=C2)C2=CN=C1N2C=C(C=C1)C(F)(F)F)C=1C=NNC1 4-[4-({6-oxaspiro[2.5]octan-1-yl}methyl)-3-(1H-pyrazol-4-yl)piperazin-1-yl]-2-[6-(trifluoromethyl)imidazo[1,2-a]pyridin-3-yl]pyrimidine